diallyl-1,1'-biphenyl-2,2'-dicarboxylic acid C(C=C)C=1C(=C(C(=CC1)C=1C(=CC=CC1)C(=O)O)C(=O)O)CC=C